2-methyl-2-(3-methyl-4-((4-(methylamino)-5-(trifluoromethyl)pyrimidin-2-yl)amino)-1H-pyrazol-1-yl)propanenitrile CC(C#N)(C)N1N=C(C(=C1)NC1=NC=C(C(=N1)NC)C(F)(F)F)C